ClC1=C(N=NC(=C1)Cl)C(=O)NC1=C(C=CC(=C1)N1N=NC(=C1)C(NCCCN1CCOCC1)=O)N1CCN(CC1)C 4,6-dichloro-N-(2-(4-methylpiperazin-1-yl)-5-(4-((3-morpholinopropyl)carbamoyl)-1H-1,2,3-triazol-1-yl)phenyl)pyridazine-3-carboxamide